1-(2-((2S,4R)-2-(2'-chloro-2-fluorobiphenyl-3-ylcarbamoyl)-4-fluoropyrrolidin-1-yl)-2-oxoethyl)-5-(2-methylpyrimidin-5-yl)-1H-indazole-3-carboxamide ClC1=C(C=CC=C1)C1=C(C(=CC=C1)NC(=O)[C@H]1N(C[C@@H](C1)F)C(CN1N=C(C2=CC(=CC=C12)C=1C=NC(=NC1)C)C(=O)N)=O)F